CN(C(C(=O)C1=CC=C(C=C1)C1=CC=C(C=C1)N1CCOCC1)(CC)CC1=CC=C(C=C1)C)C 2-(dimethylamino)-2-[(4-methylphenyl)methyl]-1-[4-(4-morpholinophenyl)phenyl]-1-butanone